[1-(p-tolylsulfonyl)indol-6-yl]hydrazine C1(=CC=C(C=C1)S(=O)(=O)N1C=CC2=CC=C(C=C12)NN)C